[Br-].C1(CCCC1)[Zn+] Cyclopentylzinc bromide